2-(6,6-Difluorospiro[3.3]heptan-2-yl)-N-methyl-N-(2-((4aS,5aR)-5a-methyl-1,4,4a,5,5a,6-hexahydrocyclopropa[f]indazol-3-yl)-1H-imidazo[4,5-b]pyridin-6-yl)acetamide FC1(CC2(CC(C2)CC(=O)N(C=2C=C3C(=NC2)N=C(N3)C3=NNC=2C[C@@]4([C@H](CC32)C4)C)C)C1)F